(1R,5S)-3-(6-((4-amino-1H-pyrazol-1-yl)methyl)-4-methylpyridazin-3-yl)-3-azabicyclo[3.1.0]Hexan-2-one NC=1C=NN(C1)CC1=CC(=C(N=N1)N1C([C@@H]2C[C@@H]2C1)=O)C